tert-butyl (S)-methyl(6-(1-(trifluoromethyl)-1H-pyrazol-4-yl)-2,3-dihydrobenzofuran-3-yl)carbamate CN(C(OC(C)(C)C)=O)[C@@H]1COC2=C1C=CC(=C2)C=2C=NN(C2)C(F)(F)F